propyl-undecanolactone C(CC)C1C(=O)OCCCCCCCCC1